4-(2-(4-(1-benzylpiperidin-4-yloxy)phenylamino)pyrimidin-4-yl)-N-(cyanomethyl)benzamide tert-butyl-(2S,4R)-4-(2,3-dichloro-6-methoxyphenyl)-6-oxopiperidine-2-carboxylate C(C)(C)(C)OC(=O)[C@H]1NC(C[C@@H](C1)C1=C(C(=CC=C1OC)Cl)Cl)=O.C(C1=CC=CC=C1)N1CCC(CC1)OC1=CC=C(C=C1)NC1=NC=CC(=N1)C1=CC=C(C(=O)NCC#N)C=C1